FC(C1=CC(=NC=C1OC(C)C)C(NC(NC1(C(C(=O)N(C)C)C=CC=N1)N=C=S)=S)=N)F 2-(3-((4-(Difluoromethyl)-5-isopropoxypyridin-2-yl)(imino)methyl)thioureido)-2-isothiocyanato-N,N-dimethylnicotinamide